N-(4,5-dimethylisoxazol-3-yl)-2'-(ethoxymethyl)-4'-((5-(piperidin-4-ylamino)-2-propyl-1H-imidazo[4,5-b]pyridin-1-yl)methyl)-[1,1'-biphenyl]-2-sulfonamide CC=1C(=NOC1C)NS(=O)(=O)C=1C(=CC=CC1)C1=C(C=C(C=C1)CN1C(=NC2=NC(=CC=C21)NC2CCNCC2)CCC)COCC